2,4,6-trimethylbenzoyl-bis(4-methylphenyl)phosphine oxide CC1=C(C(=O)P(C2=CC=C(C=C2)C)(C2=CC=C(C=C2)C)=O)C(=CC(=C1)C)C